N2-(2-fluoro-4-(4-methyl-piperazin-1-yl)phenyl)-N4-(8-methyl-cinnolin-4-yl)-pyrimidine-2,4-diamine FC1=C(C=CC(=C1)N1CCN(CC1)C)NC1=NC=CC(=N1)NC1=CN=NC2=C(C=CC=C12)C